3-oxabicyclo[3.1.0]hexan-6-amine hydrochloride Cl.C12COCC2C1N